C(C)OC(=O)C=1C=CC=2C=C3N(C2C1F)C(CNC3=O)C 6-fluoro-4-methyl-1-oxo-1,2,3,4-tetrahydropyrazino[1,2-a]indole-7-carboxylic acid ethyl ester